L-aspartyl-glutamine N[C@@H](CC(=O)O)C(=O)N[C@@H](CCC(N)=O)C(=O)O